C(CCCCCCCC(=O)OCCCCCCCCCCCCCC)(=O)OCC(COC(CCC(OCCCCCCCC)OCCCCCCCC)=O)CO 1-(3-((4,4-bis(octyloxy) butyryl) oxy)-2-(hydroxymethyl) propyl) 9-tetradecyl azelate